CC(C(=O)OC(CCCCCCCCCCCCCCC)I)C 1-iodohexadecyl 2-methylpropanoate